Cl.C1(=CC=CC=C1)C(C(=O)OC)C1NCCCC1 methyl α-phenyl-2-piperidineacetate hydrochloride